ClC=1C=C2C(=CC1)NC(C21CCN(CC1)CCOC=1C=NC=2N(C(CCC2C1)=O)C1CC(C1)(C)O)=O 5-chloro-1'-[2-({7-oxo-8-[(cis)-3-hydroxy-3-methylcyclobutyl]-5,6,7,8-tetrahydro-1,8-naphthyridin-3-yl}oxy)ethyl]-1,2-dihydrospiro[indole-3,4'-piperidin]-2-one